7-(5-hydroxy-2-methyl-4,5,6,7-tetrahydro-1H-benzo[d]-imidazol-1-yl)-2-((7-methyl-5-(methylsulfonyl)-1H-indol-4-yl)methyl)-2H-indazole-6-carbonitrile OC1CC2=C(N(C(=N2)C)C2=C(C=CC3=CN(N=C23)CC2=C3C=CNC3=C(C=C2S(=O)(=O)C)C)C#N)CC1